COC1=CC=C(C[C@H](N)C(=O)O)C=C1 p-methoxyphenylalanine